C1[C@@H]([C@H](O[C@H]1N2C=C(C(=O)NC2=O)I)CO)O The molecule is a pyrimidine 2'-deoxyribonucleoside compound having 5-iodouracil as the nucleobase; used as an antiviral agent. It has a role as an antiviral drug and a DNA synthesis inhibitor. It is a pyrimidine 2'-deoxyribonucleoside and an organoiodine compound.